C(C)(C)(C)OC(N[C@@H]1C[C@H](C1)OC1CC1)=O trans-N-(3-cyclopropoxy-cyclobutyl)carbamic acid tert-butyl ester